5-(3-hydroxypiperazin-1-yl)-3-methyl-2,3-dihydro-1,4-benzodioxine OC1CN(CCN1)C1=CC=CC=2OCC(OC21)C